FC1=C(C=C(C=C1)C1=NC=2N(C(=C1)C)N(CC2)C(C(F)(F)F)C)OC 5-(4-fluoro-3-methoxyphenyl)-7-methyl-N-(1,1,1-trifluoropropan-2-yl)pyrazolo[1,5-a]Pyrimidine